3-[7-(difluoromethoxy)-1,4-dimethyl-1H-benzotriazol-5-yl]-3-[7-(hydroxymethyl)-1-benzothiophene-5-yl]propanoate FC(OC1=CC(=C(C2=C1N(N=N2)C)C)C(CC(=O)[O-])C=2C=C(C1=C(C=CS1)C2)CO)F